4-(5-methoxypyridin-3-yl)-2-(morpholin-4-yl)-8-(1H-pyrazol-5-yl)-1,7-naphthyridine COC=1C=C(C=NC1)C1=CC(=NC2=C(N=CC=C12)C1=CC=NN1)N1CCOCC1